(3-isopropyl-phenol) phosphite P(O)(O)OC1=CC(=CC=C1)C(C)C